CSC(CN1C(CCCC1)C=1NC=C(N1)C1=CSC(=C1)C)C 2-(methylthio)-1-(2-(4-(5-methylthiophen-3-yl)-1H-imidazol-2-yl)piperidin-1-yl)propan